O1C(CCCC1)O[C@@H](C)C=1N(C=CN1)CC1=NOC(=C1)C1=CC=C(C=C1)C#CC=1C=CC(=NC1)CN1CC2C(C2C1)CN (3-((5-((4-(3-((2-((1S)-1-((tetrahydro-2H-pyran-2-yl)oxy)ethyl)-1H-imidazol-1-yl)methyl)isoxazol-5-yl)phenyl)ethynyl)pyridin-2-yl)methyl)-3-azabicyclo[3.1.0]hex-6-yl)methanamine